6-(2-chloro-4-fluoro-5-methoxyphenyl)-3-(isoquinolin-4-yl)-1-((2-(trimethylsilyl)ethoxy)methyl)thieno[3,2-d]pyrimidine-2,4(1H,3H)-dione ClC1=C(C=C(C(=C1)F)OC)C1=CC=2N(C(N(C(C2S1)=O)C1=CN=CC2=CC=CC=C12)=O)COCC[Si](C)(C)C